OCCOCCOCCNC([O-])=O {2-[2-(2-hydroxyethoxy)-ethoxy]ethyl}carbamate